C1=NC=CC2=CC(=CC=C12)/C=C/C(=O)C1=CC(=C(C(=C1)OC)OC)OC (E)-3-(isoquinolin-6-yl)-1-(3,4,5-trimethoxyphenyl)prop-2-en-1-one